O1C(=CC2=C1C=CC=C2)C2=CC=C(C=C2)NC(CC2=C(C=CC=C2)C(F)(F)F)=O N-(4-(benzofuran-2-yl)phenyl)-2-(2-(trifluoromethyl)phenyl)acetamide